(R)-10-Benzyl-5-(methylsulfonyl)-11-oxo-6,7,8,9,10,11-hexahydro-5H-cycloocta[b]indole C(C1=CC=CC=C1)[C@@H]1C(C2=C(N(C3=CC=CC=C23)S(=O)(=O)C)CCCC1)=O